[Br-].C(C1=CC=CC=C1)(=O)C1=CC=C(C=C1)[N+](CCOC(C=C)=O)(C)C 4-benzoyl-N,N-dimethyl-N-[2-(1-oxo-2-propenoxy)ethyl]phenylammonium bromide